FC(C=1C(=CNC(C1)=O)C(=O)NC=1C(=C(C=CC1N1C[C@H](N(CC1)C)C)C1=CCCN(C1)C(=O)[O-])F)F 5-[[4-(difluoromethyl)-6-oxo-1H-pyridine-3-carbonyl]amino 2-fluoro-4-[(3R)-3,4-dimethylpiperazin-1-yl]phenyl]-3,6-dihydro-2H-pyridine-1-carboxylate